BrC=1C=NN2C1C=C(C=C2C)C(=O)OC(C)(C)C tert-butyl 3-bromo-7-methyl-pyrazolo[1,5-a]pyridine-5-carboxylate